OC1=C(C(=O)NCC(C(C(C(CO)O)O)O)O)C=C(C=C1CN1CCN(CCNCC1)CC1=C(C(=CC(=C1)C)C(NCC(C(C(C(CO)O)O)O)O)=O)O)C 2-hydroxy-3-{[4-({2-hydroxy-5-methyl-3-[(2,3,4,5,6-pentahydroxyhexyl)carbamoyl]phenyl}methyl)-1,4,7-triazonan-1-yl]methyl}-5-methyl-N-(2,3,4,5,6-pentahydroxyhexyl)benzamide